C(C)N(C(\C=C\C=C\C=1C=C2C=CC=NC2=CC1)=O)CC (2e,4e)-N,N-diethyl-5-(quinolin-6-yl)penta-2,4-dienamide